ClC=1C=C(NC2(CCC3([C@H](CC4=CC=CC=C34)C[C@H](COC3=CC=NC=4CCC[C@H](C34)C)C)CC2)C(=O)O)C=C(C1)C (1r,2'S,4S)-4-(3-chloro-5-methylanilino)-2'-[(2R)-2-methyl-3-{[(5R)-5-methyl-5,6,7,8-tetrahydroquinolin-4-yl]oxy}propyl]-2',3'-dihydrospiro[cyclohexane-1,1'-indene]-4-carboxylic acid